FC(C1=CC=2SC[C@@H]3N(C2N=C1)CCNC3)(F)F (R)-3-(trifluoromethyl)-6a,7,9,10-tetrahydropyrazino[1,2-d]pyrido[3,2-b][1,4]thiazin